ethyl 2-(cyclohex-1-en-1-yl)-5-oxo-4,5-dihydrothieno[3,2-b]pyridine-6-carboxylate C1(=CCCCC1)C1=CC=2NC(C(=CC2S1)C(=O)OCC)=O